C1(CC1)C1=NC=NC(=C1C1=NN2C(N(C(C(=C2)C)=O)CC2=CC=C(C=C2)C=2N(C=C(N2)C(F)(F)F)CC)=N1)OC(F)F 2-(4-cyclopropyl-6-(difluoromethoxy)pyrimidin-5-yl)-4-(4-(1-ethyl-4-(trifluoromethyl)-1H-imidazol-2-yl)benzyl)-6-methyl-[1,2,4]triazolo[1,5-a]pyrimidin-5(4H)-one